NC1=C(C(=O)C2C(OCC2)=O)C=CC(=C1F)Br 3-(2-amino-4-bromo-3-fluorobenzoyl)oxolan-2-one